C(C)N(CCOC1=C(C=C(C=C1)CNC)OC)CC N,N-diethyl-2-(2-methoxy-4-((methylamino)methyl)phenoxy)ethane-1-amine